2-amino-4-(butylamino)-6-((2-methoxy-6-(pyrrolidin-1-ylmethyl)pyridin-3-yl)methyl)pyrimido[4,5-d]pyridazin-5(6H)-one NC=1N=C(C2=C(C=NN(C2=O)CC=2C(=NC(=CC2)CN2CCCC2)OC)N1)NCCCC